(1aR,5aR)-2-(2,4-Difluoro-phenyl)-1a,2,5,5a-tetrahydro-1H-2,3-diaza-cyclopropa[a]pentalene-4-carboxylic acid [1-((R)-2-(S)-methyl-5-methyl-pyrrolidine-1-carbonyl)-cyclopentyl]-amide C[C@@H]1N([C@@H](CC1)C)C(=O)C1(CCCC1)NC(=O)C=1C=2C[C@@H]3[C@H](C2N(N1)C1=C(C=C(C=C1)F)F)C3